OCCC1OC2=C(NC1=O)C=CC=C2 2-(2-hydroxyethyl)-4H-1,4-benzoxazin-3-one